ClC1=CC=2N(C(=C1)N1CCOCC1)N=C(N2)C2CC2 4-{7-chloro-2-cyclopropyl-[1,2,4]triazolo[1,5-a]pyridin-5-yl}morpholine